racemic-sodium 2-methyl-2-(pyridin-2-yl)-3-[(triisopropylsilyl)oxy]propanoate CC(C(=O)[O-])(CO[Si](C(C)C)(C(C)C)C(C)C)C1=NC=CC=C1.[Na+]